NC\C=C(\CN1N=NC2=C1C=CC=C2C=2C=C(C=CC2)S(=O)(=O)N(C)C)/F (Z)-3-(1-(4-amino-2-fluorobut-2-en-1-yl)-1H-benzo[d][1,2,3]triazol-4-yl)-N,N-dimethylbenzenesulfonamide